(R)-2-(3-Chloro-4-(2-(1-cyanocyclopropyl)pyridin-3-yl)phenyl)-2-(3-(2-ethynyl-thiazol-4-yl)ureido)-N-methylacetamide ClC=1C=C(C=CC1C=1C(=NC=CC1)C1(CC1)C#N)[C@H](C(=O)NC)NC(=O)NC=1N=C(SC1)C#C